FC1=C(C=C2CN(C(C2=C1)=O)C1CNCCC1)CN(C)C1CCN(CC1)C1=NC(=CC=C1)C1=CN=C2N1N=C(C=C2)N2[C@H](CCC2)C2=CC(=CC=C2)F 3-(6-fluoro-5-(((1-(6-(6-((R)-2-(3-fluorophenyl)pyrrolidin-1-yl)imidazo[1,2-b]Pyridazin-3-yl)pyridin-2-yl)piperidin-4-yl)(methyl)amino)methyl)-1-oxoisoindoline-2-yl)piperidine